4-(2-((1-methyl-1H-pyrazol-5-yl)sulfonyl)propan-2-yl)-N-(pyridazin-4-yl)piperidine-1-carboxamide CN1N=CC=C1S(=O)(=O)C(C)(C)C1CCN(CC1)C(=O)NC1=CN=NC=C1